OC1=CC=C(CN2C(C3=CC(=CC=C3C2)C)=O)C=C1 2-(4-hydroxybenzyl)-6-methylisoindolin-1-one